C(C)(C)(C)OC(=O)N1C[C@H](OC[C@@H](C1)OC)COC1=CC=CC=C1.NCCCCNC(C1=CC(=NC=C1)N1CC2(CC1)CN(CC2)C2=CC=CC=C2)=O N-(4-aminobutyl)-2-(7-phenyl-2,7-diazaspiro[4.4]nonan-2-yl)isonicotinamide (2S,6R)-tert-butyl-2-((phenyloxy)methyl)-6-methoxy-1,4-oxazepane-4-carboxylate